gamma-aminobutyryl-(gamma-aminobutyric acid) NCCCC(=O)C(C(=O)O)CCN